C(=O)C1=CC=C(C=C1)CN1CCN(CC1)CC(=O)OCC Ethyl {4-[(4-formylphenyl)methyl]piperazin-1-yl}acetate